C(C)(C)(C)C1=NOC(=N1)C(=O)NC1=C(C=C(C(=C1)C=1C=C(C=2N(C1)C=CN2)N2CCOCC2)C)F 3-(Tert-butyl)-N-(2-fluoro-4-methyl-5-(8-morpholinoimidazo[1,2-a]pyridin-6-yl)phenyl)-1,2,4-oxadiazole-5-carboxamide